The molecule is the dolichyl diphosphooligosaccharide(2-) species that is the dianion formed by loss of protons from the diphospho linkage in alpha-D-Man-(1->2)-alpha-D-Man-(1->2)-alpha-D-Man-(1->3)-[alpha-D-Man-(1->2)-alpha-D-Man-(1->3)-[alpha-D-Man-(1->2)-alpha-D-Man-(1->6)]-alpha-D-Man-(1->6)]-beta-D-Man-(1->4)-beta-D-GlcNAc-(1->4)-D-GlcNAc(PP-Dol); major microspecies at pH 7.3. It is a conjugate base of an alpha-D-Man-(1->2)-alpha-D-Man-(1->2)-alpha-D-Man-(1->3)-[alpha-D-Man-(1->2)-alpha-D-Man-(1->3)-[alpha-D-Man-(1->2)-alpha-D-Man-(1->6)]-alpha-D-Man-(1->6)]-beta-D-Man-(1->4)-beta-D-GlcNAc-(1->4)-D-GlcNAc(PP-Dol). CC(CC/C=C(/C)\\CC/C=C(\\C)/CC/C=C(\\C)/CCC=C(C)C)CCOP(=O)([O-])OP(=O)([O-])OC1[C@@H]([C@H]([C@@H]([C@H](O1)CO)O[C@H]2[C@@H]([C@H]([C@@H]([C@H](O2)CO)O[C@H]3[C@H]([C@H]([C@@H]([C@H](O3)CO[C@@H]4[C@H]([C@H]([C@@H]([C@H](O4)CO[C@@H]5[C@H]([C@H]([C@@H]([C@H](O5)CO)O)O)O[C@@H]6[C@H]([C@H]([C@@H]([C@H](O6)CO)O)O)O)O)O[C@@H]7[C@H]([C@H]([C@@H]([C@H](O7)CO)O)O)O[C@@H]8[C@H]([C@H]([C@@H]([C@H](O8)CO)O)O)O)O)O)O[C@@H]9[C@H]([C@H]([C@@H]([C@H](O9)CO)O)O)O[C@@H]1[C@H]([C@H]([C@@H]([C@H](O1)CO)O)O)O[C@@H]1[C@H]([C@H]([C@@H]([C@H](O1)CO)O)O)O)O)O)NC(=O)C)O)NC(=O)C